3-(2-Aminoethoxy)-N-(5-(1-(3,5-dichlorophenyl)-3-(3,3-dimethylmorpholine-4-carbonyl)-7-methoxy-1,4-dihydrochromeno[4,3-c]pyrazol-8-yl)pyridin-3-yl)propanamide 2,2,2-trifluoroacetate FC(C(=O)O)(F)F.NCCOCCC(=O)NC=1C=NC=C(C1)C1=CC2=C(C=C1OC)OCC1=C2N(N=C1C(=O)N1C(COCC1)(C)C)C1=CC(=CC(=C1)Cl)Cl